C(C)(C)OC(=O)C=1C=CC2=C(N(C=N2)C[C@H]2OCC2)C1 1-(((S)-oxetan-2-yl)methyl)-1H-benzo[d]imidazole-6-carboxylic acid isopropyl ester